C(C(=O)OCC1=CC=C(C=C1)Cl)(=O)OCC1=CC=C(C=C1)Cl di(p-chlorobenzyl) oxalate